2,7-Diazaspiro[4.5]decan-3-one C1NC(CC12CNCCC2)=O